N-(2-(pyridin-2-yl)-ethyl)-3-p-menthanecarboxamide N1=C(C=CC=C1)CCNC(=O)C1CC(CCC1C(C)C)C